CC1=CC2=CC=CC=C2C=C1 2-(methyl)naphthalene